NC1=CC=CC(=N1)S(=O)(=O)NC(=O)C=1C(=NC(=C(C1)C1=CCCC2(OCCO2)C1)C(C)(C)C)N1C(CC(C1)C)(C)C N-[(6-amino-2-pyridyl)sulfonyl]-6-tert-butyl-5-(1,4-dioxaspiro[4.5]dec-8-en-9-yl)-2-(2,2,4-trimethylpyrrolidin-1-yl)pyridine-3-carboxamide